N-(3,5-dichloro-4-pyridinyl)-1-[(4-fluorophenyl)methyl]-5-hydroxy-alpha-oxo-1H-indole-3-acetamide ClC=1C=NC=C(C1NC(C(C1=CN(C2=CC=C(C=C12)O)CC1=CC=C(C=C1)F)=O)=O)Cl